(4-Methylphenyl)-(10-phenothiazinyl)methanone CC1=CC=C(C=C1)C(=O)N1C2=CC=CC=C2SC=2C=CC=CC12